C(C)OC(CC(CC(CCl)O[Si](C)(C)C(C)(C)C)=O)=O 5-[(tert-Butyldimethylsilyl)oxy]-6-chloro-3-oxohexanoic acid ethyl ester